S1C=C(C=C1)CCCO 3-(thiophen-3-yl)propanol